[C@H]12NC[C@H]([C@@H]1NC1=C(C(=NC3=C(C(=C(C=C13)CCC#N)Br)F)SC)C#CCCC(=O)N(C)C)C2 5-(4-(((1R,4R,5S)-2-azabicyclo[2.1.1]hexan-5-yl)amino)-7-bromo-6-(2-cyanoethyl)-8-fluoro-2-(methylthio)quinolin-3-yl)-N,N-dimethylpent-4-ynamide